(1R,5S)-6-(4-(2,6-bis(benzyloxy)pyridin-3-yl)-2-fluorophenyl)-3-(4-chloro-2-fluorophenyl)-3,6-diazabicyclo[3.2.0]heptane C(C1=CC=CC=C1)OC1=NC(=CC=C1C1=CC(=C(C=C1)N1[C@@H]2CN(C[C@@H]2C1)C1=C(C=C(C=C1)Cl)F)F)OCC1=CC=CC=C1